FC1=C(C=C(C=C1)F)N1N=CC(=C1)NC1=NC=CC(=N1)C(=O)NC=1C=NC=CC1C1=CC=CC=C1 2-((1-(2,5-difluorophenyl)-1H-pyrazol-4-yl)amino)-N-(4-phenylpyridin-3-yl)pyrimidine-4-carboxamide